C(C)(C)(C)OC(=O)N1CC(C1)(C(=O)OC(C)(C)C)ON=C(C(=O)O)C=1N=C(SC1)NC(=O)OC(C)(C)C {([1,3-bis(tert-butoxycarbonyl)azetidin-3-yl]oxy)imino}{2-[(tert-butoxycarbonyl)amino]-1,3-thiazol-4-yl}acetic acid